COC1=C(C=C(C=C1)NC(=O)C1CCCCC1)C N-(4-methoxy-3-methylphenyl)cyclohexanecarboxamide